2-(2-methylbutyryl)isoindoline-1,3-dione CC(C(=O)N1C(C2=CC=CC=C2C1=O)=O)CC